tert-butyl (R)-4-(4-(1-chloro-6,7,8,9-tetrahydro-5H-benzo[7]annulen-5-yl)piperazin-1-yl)-2-((1-((2-(trimethylsilyl)ethoxy)methyl)-1H-pyrrolo[2,3-b]pyridin-5-yl)oxy)benzoate ClC1=CC=CC2=C1CCCC[C@H]2N2CCN(CC2)C2=CC(=C(C(=O)OC(C)(C)C)C=C2)OC=2C=C1C(=NC2)N(C=C1)COCC[Si](C)(C)C